4,4'-methylenebis(cyclohexane) C(C1CCCCC1)C1CCCCC1